ClC=1[C@@H](N(C(=CC1OC([2H])([2H])C1=NC=C(C=C1F)F)C)C1=CC(=NC=C1C)C=1N=C(SC1)C(C(=O)N)(C)C)O (S)-2-(4-(3-chloro-4-((3,5-difluoropyridin-2-yl)methoxy-d2)-5',6-dimethyl-2-oxyl-2H-[1,4'-bipyridyl]-2'-yl)Thiazol-2-yl)-2-methylpropanamide